CN(C(=O)N1OCC[C@H]1C1=CC=CC=C1)C (3S)-N,N-dimethyl-3-phenyl-1,2-oxazolidine-2-carboxamide